CC1=C(C(NC(=C1)C)=O)CNC(=O)C=1C(=C(C=C(C1)C=1N(C=CN1)C)N(C1CCC(CC1)NC(OC(C)(C)C)=O)CC)C tert-butyl ((1r,4r)-4-((3-(((4,6-dimethyl-2-oxo-1,2-dihydropyridin-3-yl)methyl)carbamoyl)-2-methyl-5-(1-methyl-1H-imidazol-2-yl)-phenyl)-(ethyl)-amino)cyclohexyl)carbamate